C(CCCCC)C=1C=C(SC1)C1=CC=C(C2=NSN=C21)C=2SC=C(C2)CCCCCC 4,7-bis(4-hexylthiophen-2-yl)benzo[c][1,2,5]Thiadiazole